(S)-N-((3S,4S)-4-fluoro-1-methylpiperidin-3-yl)-4-(5-(5-fluoro-2-methoxypyridin-4-yl)-1H-pyrazole-3-carbonyl)-4-azaspiro[2.5]octane-7-carboxamide F[C@@H]1[C@H](CN(CC1)C)NC(=O)[C@H]1CCN(C2(CC2)C1)C(=O)C1=NNC(=C1)C1=CC(=NC=C1F)OC